4-amino-N'-(cyclopropanecarbonyl)-N-((1-(2-fluorophenyl)-1H-pyrazol-3-yl)methyl)-1-methyl-1H-pyrazolo[4,3-c]quinoline-8-carbohydrazide NC1=NC=2C=CC(=CC2C2=C1C=NN2C)C(=O)N(NC(=O)C2CC2)CC2=NN(C=C2)C2=C(C=CC=C2)F